C(=O)(OCC1C2=CC=CC=C2C2=CC=CC=C12)N[C@@H](CC1=CNC=N1)C(=O)O N-Fmoc-histidine